4-((S)-4-acryloyl-methylpiperazin-1-yl)-7-(1,4-dimethyl-1H-imidazol-5-yl)-6-fluoro-1-(2-isopropyl-6-(methylsulfonyl)phenyl)pyridino[2,3-d]pyrimidin-2(1H)-one C(C=C)(=O)N1C[C@@H](N(CC1)C=1C2=C(N(C(N1)=O)C1=C(C=CC=C1S(=O)(=O)C)C(C)C)N=C(C(=C2)F)C2=C(N=CN2C)C)C